N[C@@H](C(=O)NC1=NC=C(N=C1)OC1=CC=C(C2=C1C1(CC1)CO2)C)CC (2R)-2-amino-N-[5-(7-methyl-spiro[2H-benzofuran-3,1'-cyclopropan]-4-yl)oxypyrazin-2-yl]butyramide